The molecule is a homoallylic alcohol that is 2,6-dimethylocta-2,5-diene in which a hydrogen of the methyl group at position 8 has been replaced by a hydroxy group. It has a role as a plant metabolite. It is a homoallylic alcohol, a primary alcohol and a monoterpenoid. CC(=CC/C=C(\\C)/CCO)C